tert-butyl 5-[(1-{6-chloro-2-[(dimethylamino)methyl]pyridin-3-yl}-4-hydroxypiperidin-4-yl)methoxy]pentanoate ClC1=CC=C(C(=N1)CN(C)C)N1CCC(CC1)(O)COCCCCC(=O)OC(C)(C)C